(S)-2-amino-3-(2-chlorophenyl)propanoic acid N[C@H](C(=O)O)CC1=C(C=CC=C1)Cl